4-Vinylphenylphosphonic acid C(=C)C1=CC=C(C=C1)P(O)(O)=O